N-(6-amino-5-methyl-3-pyridyl)-2-[(2S,5R)-5-methyl-2-(1H-pyrazol-4-yl)-1-piperidyl]-2-oxo-acetamide NC1=C(C=C(C=N1)NC(C(=O)N1[C@@H](CC[C@H](C1)C)C=1C=NNC1)=O)C